9-[(2R,3S,4R,5S)-4-(benzyloxy)-5-[(benzyloxy)methyl]-5-{[bis(4-methoxyphenyl)(phenyl)methoxy]methyl}-3-fluorooxolan-2-yl]-2-fluoro-N-[(4-methoxyphenyl)diphenylmethyl]purin-6-amine C(C1=CC=CC=C1)O[C@H]1[C@@H]([C@@H](O[C@]1(COC(C1=CC=CC=C1)(C1=CC=C(C=C1)OC)C1=CC=C(C=C1)OC)COCC1=CC=CC=C1)N1C2=NC(=NC(=C2N=C1)NC(C1=CC=CC=C1)(C1=CC=CC=C1)C1=CC=C(C=C1)OC)F)F